1-(5-Chloropyrazin-2-yl)ethanamine ClC=1N=CC(=NC1)C(C)N